C(CCCCCCCCC)(=O)[O-].[Mg+2].C(CCCCCCCCC)(=O)[O-] magnesium decanate